O[C@H]1[C@@H](O[C@@H]([C@H]1O)CNC(C(F)(F)F)=O)N1C2=NC=NC(=C2N=C1)NC(C1=CC=CC=C1)=O N-(9-((2R,3R,4S,5R)-3,4-dihydroxy-5-((2,2,2-trifluoroacetamido)methyl)tetrahydrofuran-2-yl)-9H-purin-6-yl)benzamide